3-(4-((1-(3-aminopropyl)piperidin-4-yl)amino)-1-oxoisoindolin-2-yl)piperidine-2,6-dione NCCCN1CCC(CC1)NC1=C2CN(C(C2=CC=C1)=O)C1C(NC(CC1)=O)=O